R-Indan C1CCC2=CC=CC=C12